trans-cyclohexane-1,4-dicarboxylic acid bis-[(4-guanidinomethyl-phenyl)-amide] N(C(=N)N)CC1=CC=C(C=C1)NC(=O)[C@@H]1CC[C@H](CC1)C(=O)NC1=CC=C(C=C1)CNC(=N)N